6'-Cyclopropyl-N4-{[1-(ethoxymethyl)cyclopentyl]methyl}-N4-ethyl-5'-(trifluoromethyl)[2,3'-bipyridin]-4,5,6-triamine C1(CC1)C1=C(C=C(C=N1)C1=NC(=C(C(=C1)N(CC)CC1(CCCC1)COCC)N)N)C(F)(F)F